(S,E)-tert-butyl (1-((2-oxo-2-(4-(5-(trifluoromethyl)pyrimidin-2-yl) piperazin-1-yl)ethoxy)imino)butan-2-yl)carbamate O=C(CO\N=C\[C@H](CC)NC(OC(C)(C)C)=O)N1CCN(CC1)C1=NC=C(C=N1)C(F)(F)F